(S)-2-(7-Cyano-1H-benzimidazol-1-yl)-N-{1-[4-(1-cyano-1-methylethyl)phenyl]ethyl}acetamide hydrochloride Cl.C(#N)C1=CC=CC2=C1N(C=N2)CC(=O)N[C@@H](C)C2=CC=C(C=C2)C(C)(C)C#N